FC=1C=C2[C@@H]([C@@H](CN3C2=C(C1F)C=C3)N(C(OC(C)(C)C)=O)C([2H])([2H])[2H])C tert-butyl ((5S,6S)-8,9-difluoro-6-methyl-5,6-dihydro-4H-pyrrolo[3,2,1-ij]quinolin-5-yl)(methyl-d3)carbamate